t-hexyl peroxycarbonate C(OC(C)(C)CCC)(=O)O[O-]